3-(5-(2-(dimethylamino)-1,1-difluoro-2-oxoethyl)furan-2-yl)-5,6-dihydro-[1,2,4]triazolo[4,3-a]pyrazine-7(8H)-carboxylic acid tert-butyl ester C(C)(C)(C)OC(=O)N1CC=2N(CC1)C(=NN2)C=2OC(=CC2)C(C(=O)N(C)C)(F)F